1-tert-butyldimethylsilyloxydodecane [Si](C)(C)(C(C)(C)C)OCCCCCCCCCCCC